ClC=1C=CC2=C(N=C(S2)N)C1 5-chlorobenzo[d]thiazol-2-amine